COC1=C(C=NC=C1C)C1=CC=NC2=CC=CC=C12 4-(4-Methoxy-5-methylpyridin-3-yl)quinoline